2-[(2,6-dimethylphenyl)methyl]-3-fluoro-aniline CC1=C(C(=CC=C1)C)CC1=C(N)C=CC=C1F